NC=1C=C2CCCS(C2=CC1)(=O)=O 6-aminothiochromane 1,1-dioxide